S1C(=NC=C1)C1=CC(=C(C=2N=C(OC21)N2CC1N(C(C2)C1)C(=O)OC(C)(C)C)OC(F)(F)F)C(C(F)(F)F)(C)O tert-Butyl 3-(7-(thiazol-2-yl)-5-(1,1,1-trifluoro-2-hydroxypropan-2-yl)-4-(trifluoromethoxy)benzo[d]oxazol-2-yl)-3,6-diazabicyclo[3.1.1]heptane-6-carboxylate